2-{5-[(3-Exo)-8-azabicyclo[3.2.1]oct-3-ylamino][1,3]thiazolo[5,4-d][1,3]thiazol-2-yl}-5-(1H-pyrazol-4-yl)phenol C12CC(CC(CC1)N2)NC=2SC1=C(N2)SC(=N1)C1=C(C=C(C=C1)C=1C=NNC1)O